C(C)(C)NC(O[C@H]1C[C@H](CC1)C1=CC(=NN1)NC(=O)C1=CC(=NN1C)C1=C(C(=CC(=C1)F)OCC1=CC=C(C=C1)OC)C1OCCO1)=O (1R,3S)-3-(3-(3-(2-(1,3-dioxolan-2-yl)-5-fluoro-3-((4-methoxybenzyl) oxy)phenyl)-1-methyl-1H-pyrazole-5-carboxamido)-1H-pyrazol-5-yl)cyclopentyl isopropylcarbamate